6-(6-Isopropoxy-3-pyridyl)-2-[(3R)-3-phenyl-1-piperidyl]-N-(1H-pyrazol-5-ylsulfonyl)pyridin-3-carboxamid C(C)(C)OC1=CC=C(C=N1)C1=CC=C(C(=N1)N1C[C@H](CCC1)C1=CC=CC=C1)C(=O)NS(=O)(=O)C1=CC=NN1